5-chloro-N-(5-chloro-6-(difluoromethoxy)pyridin-3-yl)-2'-ethynyl-2,4'-difluoro-[1,1'-biphenyl]-4-formamide ClC=1C(=CC(=C(C1)C1=C(C=C(C=C1)F)C#C)F)C(=O)NC=1C=NC(=C(C1)Cl)OC(F)F